B(O)(O)C1=CC=C2C=CC(OC2=C1)=O 7-boronocoumarin